6-(2-methoxypyridin-4-yl)-2-methylaniline COC1=NC=CC(=C1)C1=CC=CC(=C1N)C